COC=1C(=NC=NC1C=1C=C2CN(C(C2=CC1)=O)C)C#N 5-Methoxy-6-(2-methyl-1-oxo-isoindol-5-yl)pyrimidine-4-carbonitrile